2-(2,4-bis(trifluoromethyl)phenyl)-N-(4-fluorophenyl)-N-((5-(5-(5-oxopyrrolidin-3-yl)pyrimidin-2-yl)-1,3,4-oxadiazol-2-yl)methyl)acetamide FC(C1=C(C=CC(=C1)C(F)(F)F)CC(=O)N(CC=1OC(=NN1)C1=NC=C(C=N1)C1CNC(C1)=O)C1=CC=C(C=C1)F)(F)F